N-(6-(5-chloro-6-fluoro-7-(piperidin-1-yl)-1H-indazol-4-yl)imidazo[1,2-a]pyrazin-2-yl)-2-fluorocyclopropane-1-carboxamide ClC=1C(=C2C=NNC2=C(C1F)N1CCCCC1)C=1N=CC=2N(C1)C=C(N2)NC(=O)C2C(C2)F